cyclopropyl-(2-(4-phenyl-1H-imidazol-2-yl)piperidin-1-yl)methanone C1(CC1)C(=O)N1C(CCCC1)C=1NC=C(N1)C1=CC=CC=C1